n-butylphthalate CCCCOC(=O)C1=CC=CC=C1C(=O)OCCCC